tert-butyl 6-((N-(tert-butoxycarbonyl)sulfamoyl)((4-(trifluoromethyl)cyclohexyl)methyl)amino)-2-azaspiro[3.3]heptane-2-carboxylate C(C)(C)(C)OC(=O)NS(=O)(=O)N(C1CC2(CN(C2)C(=O)OC(C)(C)C)C1)CC1CCC(CC1)C(F)(F)F